ClC=1C=NC(=C(C(=O)NC2CCC(CC2)CN2C(N(C3=C2C=CC=C3)C=3C=C2C(=NC3)N(N=N2)C)=O)C1)C 5-chloro-2-methyl-N-((1r,4r)-4-((3-(3-methyl-3H-[1,2,3]triazolo[4,5-b]pyridin-6-yl)-2-oxo-2,3-dihydro-1H-benzo[d]imidazol-1-yl)methyl)cyclohexyl)nicotinamide